C(C)(C)(C)OC(=O)N1CCN(CC1)C=1C(=NC(=CC1)CO)C.C(CC)[Si](CCCCC1=C(C=CC=C1)OCC)(CCC)CCC tri-n-propyl-(2-ethoxyphenyl-butyl)silane tert-butyl-4-(6-(hydroxymethyl)-2-methylpyridin-3-yl)piperazine-1-carboxylate